tert-butyl 4-(1-(4-chloro-3-fluorophenyl)-3,3-dimethyl-2,3-dihydro-1H-pyrrolo[3,2-b]pyridine-5-carbonyl)-3,3-dimethylpiperazine-1-carboxylate ClC1=C(C=C(C=C1)N1CC(C2=NC(=CC=C21)C(=O)N2C(CN(CC2)C(=O)OC(C)(C)C)(C)C)(C)C)F